2-chloro-5-(3-fluoro-4-(trifluoromethyl)phenyl)oxazole ClC=1OC(=CN1)C1=CC(=C(C=C1)C(F)(F)F)F